ClC=1C=C(CC2(CC(=NO2)CNC(=O)C2=C(N=C(S2)C)C)C(=O)OCC)C=CC1 ethyl 5-(3-chlorobenzyl)-3-((2,4-dimethylthiazole-5-carboxamido)methyl)-4,5-dihydroisoxazole-5-carboxylate